FC1(CC(C1)C1=NN(C(=C1C)NC(OC1CC(C1)C(F)F)=O)C)F (1s,3s)-3-(difluoromethyl)cyclobutyl (3-(3,3-difluorocyclobut-yl)-1,4-dimethyl-1H-pyrazol-5-yl)carbamate